N-benzyl-N-methyl-4-oxocyclohexane-1-carboxamide C(C1=CC=CC=C1)N(C(=O)C1CCC(CC1)=O)C